COC=1C=C2CN(C(C2=CC1)=O)C(C(=O)O)C(C)C 2-(5-methoxy-1-oxoisoindolin-2-yl)-3-methylbutanoic acid